(R)-N-(1-(1-acryloylazepan-3-yl)-7-chloro-6-((1,1-dioxidotetrahydro-2H-thiopyran-4-yl)oxy)-1H-benzo[d]imidazol-2-yl)-2-methylisonicotinamide C(C=C)(=O)N1C[C@@H](CCCC1)N1C(=NC2=C1C(=C(C=C2)OC2CCS(CC2)(=O)=O)Cl)NC(C2=CC(=NC=C2)C)=O